ClC=1C=C(C=C(C1)S(=O)(=O)C)NC(=O)C1=CN(C(=C1)C)C1=NC=C(C=N1)Cl N-(3-chloro-5-(methylsulfonyl)phenyl)-1-(5-chloropyrimidin-2-yl)-5-methyl-1H-pyrrole-3-carboxamide